2-ethylbutyl 2-cyano-2-(3-(4-(amino)piperidin-1-yl)quinoxalin-2-yl)acetate C(#N)C(C(=O)OCC(CC)CC)C1=NC2=CC=CC=C2N=C1N1CCC(CC1)N